ClC1=CC=C(C=C1)CCN1C(=NC(=C1C(=O)O)C)C 1-(2-(4-chlorophenyl)ethyl)-2,4-dimethyl-1H-imidazole-5-carboxylic acid